ClC1=CC(=C(COC2=CC=CC(=N2)C2CCN(CC2)[C@H](CC)C2=NC3=C(N2C[C@H]2OCC2)C=C(C=C3)C(=O)O)C=C1)F 2-((R)-1-(4-(6-((4-Chloro-2-fluorobenzyl)oxy)pyridin-2-yl)piperidin-1-yl)propyl)-1-(((S)-oxetan-2-yl)methyl)-1H-benzo[d]imidazole-6-carboxylic acid